N[C@@H](COC)C1=CC=CC=C1 (R)-1-amino-2-methoxy-1-phenylethane